C(=O)[O-].ClC1=C(C(=O)N2CCN(CC2)C(C[N+](C)(C)C)=O)C=CC(=C1)NC=1C=2N(C=CN1)C(=CN2)C2=C(C(=C(C=C2)OCC#N)F)F 2-(4-(2-Chloro-4-((3-(4-(cyanomethoxy)-2,3-difluorophenyl)imidazo[1,2-a]pyrazin-8-yl)amino)benzoyl)piperazin-1-yl)-N,N,N-trimethyl-2-oxoethan-1-aminium formate